8-carboxy-n-propyltetracyclo[4.4.0.12,5.17,10]-3-dodecene C(=O)(O)C1C2C3C4C=CC(C3(C(C1)C2)CCC)C4